4-(2-Methyl-4-((6-((7-(trifluoromethyl)quinolin-4-yl)thio)hexyl)amino)phenyl)piperazine-1-carboxylic acid tert-butyl ester C(C)(C)(C)OC(=O)N1CCN(CC1)C1=C(C=C(C=C1)NCCCCCCSC1=CC=NC2=CC(=CC=C12)C(F)(F)F)C